(E)-3-hydroxy-2-(2-chlorostyryl)-4H-pyran-4-one OC1=C(OC=CC1=O)\C=C\C1=C(C=CC=C1)Cl